ClC=1SC(=CN1)CN(C(=O)C1=CC2=C(S(C3=C(C(N2)=O)C=CC=C3)(=O)=O)C=C1)C N-((2-chlorothiazol-5-yl)methyl)-N-methyl-11-oxo-10,11-dihydrodibenzo[b,f][1,4]thiazepine-8-carboxamide 5,5-dioxide